ClC1=NC2=CC=C(C=C2C=C1C(=O)NC1=CC(=NC=C1)S(N)(=O)=O)F 2-chloro-6-fluoro-N-(2-sulfamoylpyridin-4-yl)quinoline-3-carboxamide